(E)-4-((Z)-6-carbamoyl-2-((4-ethyl-2-methyloxazole-5-carbonyl)imino)thiazolo[4,5-b]pyridin-3(2H)-yl)but-2-en-1-aminium chloride [Cl-].C(N)(=O)C=1C=C2C(=NC1)N(/C(/S2)=N/C(=O)C2=C(N=C(O2)C)CC)C/C=C/C[NH3+]